2-(((3R,4S)-4-(3,4-difluorophenoxy)-3-hydroxy-3-(hydroxymethyl)pyrrolidin-1-yl)sulfonyl)-5-(trifluoromethyl)benzonitrile FC=1C=C(O[C@@H]2[C@@](CN(C2)S(=O)(=O)C2=C(C#N)C=C(C=C2)C(F)(F)F)(CO)O)C=CC1F